CC(C(=O)O)(C)C1=CC2=C(N(C=N2)COCC[Si](C)(C)C)C=C1 2-methyl-2-(1-((2-(trimethylsilyl)ethoxy)methyl)-1H-benzo[d]imidazol-5-yl)propanoic acid